CC1C(N1C(C1=CC=CC=C1)(C1=CC=CC=C1)C1=CC=CC=C1)C(=O)[O-] 3-methyl-1-tritylaziridine-2-carboxylate